(4-chloro-3-fluorophenoxy)acetic acid ClC1=C(C=C(OCC(=O)O)C=C1)F